C(C)(C)C1=CC(=NN1)NC1=CN=CC(=N1)C1=CC(CCC1)=O 3-(6-((5-isopropyl-1H-pyrazol-3-yl)amino)pyrazin-2-yl)cyclohex-2-en-1-one